FC(C1=CC=C(OCC(=O)OC[C@H]2CCC3[C@@]2(CCC2[C@]4(C=CC(NC4CCC23)=O)C)C)C=C1)(F)F ((4aR,6aS,7S)-4a,6a-dimethyl-2-oxo-2,4a,4b,5,6,6a,7,8,9,9a,9b,10,11,11a-tetradecahydro-1H-indeno[5,4-f]quinolin-7-yl)methyl 2-(4-(trifluoromethyl)phenoxy)acetate